FC1=CC=CC(=N1)CO (6-fluoropyridin-2-yl)methanol